CC(C)(CCC(C)(OOC(C)(C)C)C)OOC(C)(C)C 2,5-Dimethyl-2,5-bis-(tert.-butyl-peroxy)hexan